BrC=1C=NN(C1)CCO 2-(4-bromo-1H-pyrazol-1-yl)ethan-1-ol